COC1=CC=C(CN(C2=CC(=C(C=N2)N2CCN(CC2)C(=O)OC(C)(C)C)F)CC2=CC=C(C=C2)OC)C=C1 tert-butyl 4-(6-(bis(4-methoxybenzyl)amino)-4-fluoropyridin-3-yl)piperazine-1-carboxylate